C(N)(O[C@H](COC1=C(C(=NC=C1)Cl)F)CC(C)(C)C)=O tert-butyl-(S)-(1-((2-chloro-3-fluoropyridin-4-yl) oxy) propan-2-yl) carbamate